quinoline-5-carbonitrile N1=CC=CC=2C(=CC=CC12)C#N